NC1=NC(=CC(=N1)N1[C@@H](COCCC1)C1=C(C#N)C=CC=C1)C |r| (+-)-2-[4-(2-amino-6-methyl-pyrimidin-4-yl)-1,4-oxazepan-3-yl]benzonitrile